3-(6-chloro-3-(hydroxymethyl)-2-methoxypyridin-4-yl)pent-1-en-3-ol ClC1=CC(=C(C(=N1)OC)CO)C(C=C)(CC)O